2-cyclobutyl-2-((4-(trifluoromethyl)benzyl)oxy)acetic acid C1(CCC1)C(C(=O)O)OCC1=CC=C(C=C1)C(F)(F)F